(S)-4-amino-N,7-dimethyl-N-[2-(trifluoromethyl)-6,8-dihydro-5H-pyrano[3,4-b]pyridin-5-yl]imidazo[1,5-a]quinoxaline-8-carboxamide NC=1C=2N(C3=CC(=C(C=C3N1)C)C(=O)N([C@@H]1COCC3=NC(=CC=C31)C(F)(F)F)C)C=NC2